2-((tert-butyl-(methyl)amino)methyl)benzaldehyde C(C)(C)(C)N(C)CC1=C(C=O)C=CC=C1